N4-(4-(5-Chloro-1H-pyrrolo[3,2-b]pyridin-1-yl)pyrimidin-2-yl)-N1-(2-(dimethylamino)ethyl)-5-methoxy-N1-methylbenzene-1,2,4-triamine ClC1=CC=C2C(=N1)C=CN2C2=NC(=NC=C2)NC=2C=C(C(=CC2OC)N(C)CCN(C)C)N